BrC=1C(=C(COC2=CC(=C(C=O)C=C2)O)C=CC1)C 4-((3-bromo-2-methylbenzyl)oxy)-2-hydroxybenzaldehyde